2-(4-{8-methoxy-7-[3-(pyrrolidin-1-yl)propoxy]-5H-pyrido[4,3-b]indol-1-yl}phenyl)propan-2-ol COC1=CC=2C3=C(NC2C=C1OCCCN1CCCC1)C=CN=C3C3=CC=C(C=C3)C(C)(C)O